barium-calcium carbonate C([O-])([O-])=O.[Ca+2].[Ba+2].C([O-])([O-])=O